(1'-methylbenzylamine) 2-butenoate C(C=CC)(=O)O.CC1(CN)CC=CC=C1